(S)-4-(4-acryloylmorpholin-2-yl)-6-chloro-N-methyl-[2,4'-bipyridine]-2'-carboxamide C(C=C)(=O)N1C[C@@H](OCC1)C1=CC(=NC(=C1)Cl)C1=CC(=NC=C1)C(=O)NC